FC1(CC(C1)OC=1C2=C(C(=NC1)C(F)(F)F)C1(C(C2)F)OCCO1)F 4'-(3,3-difluorocyclobutoxy)-6'-fluoro-1'-(trifluoromethyl)spiro[1,3-dioxolane-2,7'-5,6-dihydrocyclopenta[c]pyridine]